COC(C1=C(C=CC=C1)N1C2=C(OCC(C1)OC)N=C1C(=C2)C=CN1COCC[Si](C)(C)C)=O 2-(3-methoxy-7-((2-(trimethylsilyl)ethoxy)methyl)-3,4-dihydro-2H-pyrrolo[3',2':5,6]Pyrido[2,3-b][1,4]Oxazepin-1(7H)-yl)benzoic acid methyl ester